C(C)(=O)OCCC(OC(C)=O)C[N+](C)(C)C 1-acetoxyethane-2-yl-(acetylcholine)